C(C)(=O)N1CCN(CC1)C=1C(=NC=C(C1)F)C=1C=C(SC1C)C(=O)NC1=CC(=CC(=C1)S(=O)(=O)C)Cl 4-(3-(4-acetylpiperazin-1-yl)-5-fluoropyridin-2-yl)-N-(3-chloro-5-(methylsulfonyl)phenyl)-5-methylthiophene-2-carboxamide